potassium difluorosulfimide potassium salt [K].FS(=N)F.[K]